O1C=CC2=C1C=CC=C2C(CCN(C)C)=O 1-(benzofuran-4-yl)-3-(dimethylamino)propan-1-one